4-(4,4-dimethyl-4,5-dihydrooxazol-2-yl)-N-(6-methyl-5-nitropyridin-3-yl)benzamide CC1(N=C(OC1)C1=CC=C(C(=O)NC=2C=NC(=C(C2)[N+](=O)[O-])C)C=C1)C